[4-(2-{2-[3-(5-tert-Butyl-2-methyl-2H-pyrazol-3-yl)-ureido]-thiazol-5-yl}-ethyl)-pyridin-2-yl]-carbamic acid ethyl ester C(C)OC(NC1=NC=CC(=C1)CCC1=CN=C(S1)NC(=O)NC=1N(N=C(C1)C(C)(C)C)C)=O